C1(CCC(CCCCCCC)O1)=O 4-undecanolactone